[F].SCCC1=CC=C(C=C1)CCS 1,4-bis(2-mercaptoethyl)Benzene fluorine